COC1=C2C(C[C@@H](OC2=CC=C1)CCCC(=O)OCC)=O ethyl (S)-4-(5-methoxy-4-oxochroman-2-yl)butanoate